ON1C(=C(C(C2=CC=CC=C12)=O)CC1=CC=C(C=C1)C#N)C 1-hydroxy-2-methyl-3-(4-cyanobenzyl)-4(1H)-quinolinone